1-(3-methoxy-1-methyl-1H-indazol-5-yl)ethanamine COC1=NN(C2=CC=C(C=C12)C(C)N)C